2-(tert-butoxycarbonylamino)-5-phenyl-pent-4-enoic acid C(C)(C)(C)OC(=O)NC(C(=O)O)CC=CC1=CC=CC=C1